C(C)O[Si](C1=CC=C(C=C1)C)(OCC)OCC Triethoxy(p-tolyl)silane